Dimethyl (4-chlorobenzoyl)carbonimidodithioate ClC1=CC=C(C(=O)N=C(SC)SC)C=C1